5-cyclopropylpyrazolo[1,5-a]pyridine-2-carboxylic acid C1(CC1)C1=CC=2N(C=C1)N=C(C2)C(=O)O